7-(naphthalen-2-yl)dibenzo[c,h]acridine C1=C(C=CC2=CC=CC=C12)C1=C2C=CC3=C(C2=NC=2C4=C(C=CC12)C=CC=C4)C=CC=C3